(-)-acetylmandelic acid C(C)(=O)C(C(=O)O)(O)C1=CC=CC=C1